(1-(2-chloro-4-((dimethylamino)methyl)-3-fluorophenyl)-1H-imidazol-4-yl)-N-(1-(methylsulfonyl)piperidin-4-yl)-5-(trifluoromethyl)pyrimidin-2-amine ClC1=C(C=CC(=C1F)CN(C)C)N1C=NC(=C1)C1=NC(=NC=C1C(F)(F)F)NC1CCN(CC1)S(=O)(=O)C